1-(5-ethynyl-1-isopropyl-1H-imidazol-2-yl)ethan-1-one C(#C)C1=CN=C(N1C(C)C)C(C)=O